C1(CC1)C1=CNC=2N=C(N=C(C21)N[C@H]2CN[C@H](CC2)C)NC=2C=NN(C2)C([2H])([2H])[2H] 5-cyclopropyl-N2-[1-(2H3)methyl-1H-pyrazol-4-yl]-N4-[(3R,6S)-6-Methylpiperidin-3-yl]-7H-pyrrolo[2,3-d]pyrimidine-2,4-diamine